NC1(CN(CC1)C(=O)OC(C)(C)C)C1=C(C(=CC=C1)Cl)C tertbutyl 3-amino-3-(3-chloro-2-methylphenyl)pyrrolidine-1-carboxylate